bistrimethylsilylammonium C[Si](C)(C)[NH2+][Si](C)(C)C